CN(C(CC[C@H](N)C(=O)O)=O)C N5,N5-dimethyl-L-glutamine